N1=C(C=CC=C1)CN(CC1=NC=CC=C1)CC1=C(C(=O)NCCS)C=CC=N1 ((bis(pyridin-2-ylmethyl)amino)methyl)-N-(2-mercaptoethyl)nicotinamide